ClC=1C=CC=C2C=CC=C(C12)C1=CC=C2C(=NC(=NC2=C1F)OC[C@]12CCCN2C[C@@H](C1)F)N1C[C@@H](N(CC1)C(=O)OCC1=CC=CC=C1)CC#N Benzyl (S)-4-(7-(8-chloronaphthalen-1-yl)-8-fluoro-2-(((2R,7aS)-2-fluorotetrahydro-1H-pyrrolizin-7a(5H)-yl)methoxy)quinazolin-4-yl)-2-(cyanomethyl)piperazine-1-carboxylate